4-(2,2-difluoroethoxy)-N-(7-fluoro-2-methyl-2H-indazol-5-yl)-2-(piperazin-1-yl)pyrimidine-5-carboxamide FC(COC1=NC(=NC=C1C(=O)NC1=CC2=CN(N=C2C(=C1)F)C)N1CCNCC1)F